2-[4-[[(2'S)-2-ethyl-2'-methyl-spiro[6,7-dihydrothieno[3,2-c]pyran-4,4'-piperidine]-1'-yl]methyl]triazol-1-yl]-N-methyl-ethanesulfonamide C(C)C1=CC2=C(CCOC23C[C@@H](N(CC3)CC=3N=NN(C3)CCS(=O)(=O)NC)C)S1